FC1=C(C=C(C=C1)C1=CC=CC=C1)C1=CC=CC=C1 4'-fluoro-m-terphenyl